(9,12-dioxo-5-thia-1,3,10,11-tetrazatricyclo[6.4.0.02,6]dodeca-2(6),3,7-trien-10-yl)acetate O=C1C2=CC=3SC=NC3N2C(NN1CC(=O)[O-])=O